6-fluoro-3-hydroxy-1,1-dioxo-2,3-dihydro-1λ6-benzo[d][1,2]thiazole-3-carboxylic acid ethyl ester C(C)OC(=O)C1(NS(C2=C1C=CC(=C2)F)(=O)=O)O